O[C@@]1(C(N(CC1)C)=O)C1=CC(=NO1)C1=CC=CC(=N1)C1=C2C=CNC(C2=CC=C1)=O (R)-5-(6-(5-(3-hydroxy-1-methyl-2-oxopyrrolidin-3-yl)isoxazol-3-yl)pyridin-2-yl)isoquinolin-1(2H)-one